4-[2-[[(3R)-1-[2-[tert-butyl(dimethyl)silyl]oxyethyl]-3-piperidyl]amino]-oxazolo[4,5-b]pyrazin-5-yl]-3-methyl-5-(2-trimethylsilylethoxymethoxy)benzonitrile [Si](C)(C)(C(C)(C)C)OCCN1C[C@@H](CCC1)NC=1OC=2C(=NC(=CN2)C2=C(C=C(C#N)C=C2OCOCC[Si](C)(C)C)C)N1